N-(4-(4-amino-3-(4-cyclobutoxy-phenyl)-7-oxo-6,7-dihydro-2H-pyrazolo[3,4-d]pyridazin-2-yl)phenyl)acrylamide tertbutyl-3-fluoro-3-((tosyloxy)methyl)azetidine-1-carboxylate C(C)(C)(C)OC(=O)N1CC(C1)(COS(=O)(=O)C1=CC=C(C)C=C1)F.NC=1C=2C(C(NN1)=O)=NN(C2C2=CC=C(C=C2)OC2CCC2)C2=CC=C(C=C2)NC(C=C)=O